N-(4-(5-(difluoromethyl)-1,3,4-oxadiazol-2-yl)-2-fluorobenzyl)-3-methoxy-N-phenylbutane-1-sulfonamide FC(C1=NN=C(O1)C1=CC(=C(CN(S(=O)(=O)CCC(C)OC)C2=CC=CC=C2)C=C1)F)F